butyl-4-[2-fluoro-3-(propane-1-sulfonamido)phenyl]-1,3-thiazol C(CCC)C=1SC=C(N1)C1=C(C(=CC=C1)NS(=O)(=O)CCC)F